ClC1=C(C=CC(=C1)OC1=CC=C(C=C1)Cl)[C@](C(=O)O)(CN1N=CN=C1)O (2R)-2-[2-chloro-4-(4-chlorophenoxy)phenyl]-2-hydroxy-3-(1,2,4-triazol-1-yl)propanoic acid